OCC1(COC1)NC(=O)C1=C(OC2=C1C=C(C=C2)OCC2=CN=C(S2)C)C N-(3-(hydroxymethyl)oxetan-3-yl)-2-methyl-5-((2-methylthiazol-5-yl)methoxy)benzofuran-3-carboxamide